N1(CCCCC1)N[C@@H](CCCNC(N)=N)C(=O)O piperidinyl-L-arginine